C(C)(=O)N[C@H](C(=O)NC1=CC=CC=C1)CSC (R)-2-acetamido-3-(methylthio)-N-phenylpropionamide